N-[1-[2-[6-[3-(Difluoromethyl)-4-fluoro-phenyl]pyrazolo[4,3-b]pyridin-1-yl]acetyl]azetidin-3-yl]cyclopropanecarboxamide FC(C=1C=C(C=CC1F)C=1C=C2C(=NC1)C=NN2CC(=O)N2CC(C2)NC(=O)C2CC2)F